lithium 4,6-dichloropyridine-3-carboxylate ClC1=C(C=NC(=C1)Cl)C(=O)[O-].[Li+]